tert-butylchloromethyl pentanedioate C(CCCC(=O)[O-])(=O)OC(Cl)C(C)(C)C